ClC=1C=C2C(=C(C=NC2=CC1)S(=O)(=O)N1CCOCC1)NC1=C(C=C(C(=O)O)C=C1)C(=O)OC 4-[(6-chloro-3-morpholinosulfonyl-4-quinolyl)amino]-3-methoxycarbonyl-benzoic acid